2-fluoro-N,N-dimethyl-4-(1-(1-(3,3,3-trifluoro-2-hydroxy-2-phenylpropanoyl)piperidin-4-yl)azetidin-3-ylamino)benzamide FC1=C(C(=O)N(C)C)C=CC(=C1)NC1CN(C1)C1CCN(CC1)C(C(C(F)(F)F)(C1=CC=CC=C1)O)=O